ClC1=C(C=CC=C1)C1=NC=2N(C(N(C(C2N1C1=CC=C(C=C1)Cl)=O)C)=O)CC1CCN(CC1)C[C@@H](CO)O 8-(2-chlorophenyl)-7-(4-chlorophenyl)-3-([1-[(2S)-2,3-dihydroxypropyl]piperidin-4-yl]methyl)-1-methyl-2,3,6,7-tetrahydro-1H-purine-2,6-dione